CC1NN(C(C1(CC(=C=C)CCCC)CC1=CC=CC=C1)=O)C1=CC=CC=C1 3-methyl-4-benzyl-4-(2-butyl-2,3-butadienyl)-1-phenylpyrazolin-5-one